FC1=CC(=CC=C1)F 2,6-difluoro-benzene